ClC=1C=C2C3=C(NC2=C(C1)C1=CC2=C(CC(O2)(C)C)C=C1)C(=NC=C3)C 6-Chloro-8-(2,2-dimethyl-2,3-dihydro-benzofuran-6-yl)-1-methyl-9H-pyrido[3,4-b]indole